6-methoxyl-pyrimidine sodium [Na].O(C)C1=CC=NC=N1